tert-butyl 4-[(5-bromo-1,3-dimethyl-2-oxo-7-quinolyl)oxy]piperidine-1-carboxylate BrC1=C2C=C(C(N(C2=CC(=C1)OC1CCN(CC1)C(=O)OC(C)(C)C)C)=O)C